C(C1=CC=CC=C1)OC=1C(=NC(=NC1)C)Cl 5-(benzyloxy)-4-chloro-2-methylpyrimidine